tert-butyl (S)-(3-(3-(difluoromethyl)phenyl)-5-(piperidin-1-yl)pentyl)(methyl)-carbamate FC(C=1C=C(C=CC1)[C@H](CCN(C(OC(C)(C)C)=O)C)CCN1CCCCC1)F